C(C1=CC=C(C(=O)OCCCCCCC)C=C1)(=O)OCCCCCCC di(n-heptyl) terephthalate